CN(C)C=C1CCC(C1=O)(C=1C=NN(C1)C1(CC1)C)C 5-((dimethylamino)methylene)-2-methyl-2-(1-(1-methylcyclopropyl)-1H-pyrazol-4-yl)cyclopentan-1-one